(S)-N-(6-(4-(1-naphthoyl)piperazin-1-yl)-5-(methylsulfonamido)-6-oxohexyl)acrylamide C1(=CC=CC2=CC=CC=C12)C(=O)N1CCN(CC1)C([C@H](CCCCNC(C=C)=O)NS(=O)(=O)C)=O